1,1,4-trichloro-2-butanol ClC(C(CCCl)O)Cl